(E)-4-((2-(aminomethyl)-3-fluoroallyl)oxy)benzonitrile NC/C(/COC1=CC=C(C#N)C=C1)=C\F